C(CCCC)O[SiH](OCCCCC)OCCCCC tripentoxysilane